3-(2,4-difluorophenyl)-7-fluoro-4-oxo-2-(pyrrolidin-3-yl)-2,3-dihydro-1H-quinoline-5-carboxylic acid methyl ester COC(=O)C=1C=2C(C(C(NC2C=C(C1)F)C1CNCC1)C1=C(C=C(C=C1)F)F)=O